1-(9Z-tetradecenoyl)-2-hexadecanoyl-glycero-3-phospho-(1'-sn-glycerol) CCCCCCCCCCCCCCCC(=O)O[C@H](COC(=O)CCCCCCC/C=C\CCCC)COP(=O)(O)OC[C@H](CO)O